O=C1N(C(=CC2=CC=CC=C12)C(=O)OC)C(=O)OC(C)(C)C 2-tert-butyl 3-methyl 1-oxo-1H-isoquinoline-2,3-dicarboxylate